ClC1=CC2=C(N=C(N=C2NC2=CC=CC=C2)N2CCN(CC2)C)C=N1 6-chloro-2-(4-methylpiperazin-1-yl)-N-phenylpyrido[3,4-d]pyrimidin-4-amine